2-([1,1'-biphenyl]-4-yl)-N-(1-cyanopyrrolidin-3-yl)acetamide C1(=CC=C(C=C1)CC(=O)NC1CN(CC1)C#N)C1=CC=CC=C1